C(C)C(C(=O)O)Br.BrCC(=O)OCC ethyl bromoacetate (ethyl bromoacetate)